(R)-2-(1-(2-(1,3,4-thiadiazol-2-yl)-2-azaspiro[3.4]octan-6-yl)piperidin-4-yl)phenol S1C(=NN=C1)N1CC2(C1)C[C@@H](CC2)N2CCC(CC2)C2=C(C=CC=C2)O